α-amino-α-methylbutyrate NC(C(=O)[O-])(CC)C